ClC=1C=C(C=C(C1)Cl)N1CCC(CC1)SCC=1N=NNC1C(=O)O 4-(((1-(3,5-dichlorophenyl)piperidin-4-yl)thio)methyl)-1H-1,2,3-triazole-5-carboxylic acid